methyl 2-[3,5-dichloro-2-(1-ethoxyvinyl)-4-pyridyl]acetate ClC=1C(=NC=C(C1CC(=O)OC)Cl)C(=C)OCC